3-bromo-4-methyl-1H-pyrazole-5-carboxylic acid ethyl ester C(C)OC(=O)C1=C(C(=NN1)Br)C